(R)-6-bromo-2,5-dimethyl-2,3-dihydroimidazo[2,1-B]oxazole BrC=1N=C2O[C@@H](CN2C1C)C